C(#N)C1=NC2=CC(=CC(=C2N=C1N1CCC(CC1)(C)C#N)[C@@H](C)NC1=C(C(=O)O)C=CC=C1)C (R)-2-((1-(2-cyano-3-(4-cyano-4-methylpiperidin-1-yl)-7-methylquinoxalin-5-yl)ethyl)amino)benzoic acid